palladium (II) 5-bromo-4-(trifluoromethyl)pyridin-2-amine BrC=1C(=CC(=NC1)N)C(F)(F)F.[Pd+2]